FC(C1=CC=C(C=C1)[C@@H](C)N)(F)F (R)-1-(4-(trifluoromethyl)-phenyl)-ethan-1-amine